tert-butyl 6-[7-[4-fluoro-2-(2-methoxyethoxy)phenyl]-6-[3-(prop-2-enoylamino)phenyl]thieno[3,2-c]pyridin-4-yl]-3,4-dihydro-1H-isoquinoline-2-carboxylate FC1=CC(=C(C=C1)C=1C2=C(C(=NC1C1=CC(=CC=C1)NC(C=C)=O)C=1C=C3CCN(CC3=CC1)C(=O)OC(C)(C)C)C=CS2)OCCOC